Cl.Cl.N(=NC(C(=N)NCCC(=O)O)(C)C)C(C(=N)NCCC(=O)O)(C)C 2,2'-azobis[N-(2-carboxyethyl)-2-methylpropionamidine] dihydrochloride